C1=CC(=C[N+](=C1)[C@H]2[C@@H]([C@@H]([C@H](O2)COP(=O)([O-])OP(=O)([O-])OC[C@@H]3[C@H]([C@H]([C@@H](O3)N4C=NC5=C(N=CN=C54)N)O)O)O)O)C(=O)N The molecule is an anionic form of nicotinamide adenine dinucleotide arising from deprotonation of the two OH groups of the diphosphate moiety. It has a role as a human metabolite, a Saccharomyces cerevisiae metabolite, a hydrogen acceptor and a cofactor. It is a conjugate base of a NAD(+).